ICCCCCCCCCCC 1-iodoundecane